N-Benzothiazol-6-yl-2,3-dichloro-benzamide S1C=NC2=C1C=C(C=C2)NC(C2=C(C(=CC=C2)Cl)Cl)=O